[C@@H]1([C@H](O)[C@H](O)[C@@H](O)[C@@H](O1)C)OC(CC(=O)[O-])CCCCCCC 3-[(6-deoxy-alpha-L-mannopyranosyl)oxy]decanoate